CN(C)\C=C\1/C(C=2C(=C(OC2CC12CCC2)C(=O)[O-])C)=O (Z)-5-[(dimethylamino)methylidene]-3-methyl-4-oxo-4,7-dihydro-5H-spiro[[1]benzofuran-6,1'-cyclobutane]-2-carboxylate